ethyl 4-amino-3,3-dimethylbutyrate NCC(CC(=O)OCC)(C)C